7-(3,4-dimethoxyphenyl)-N-(3-methyl-4-(morpholine-4-carbonyl)phenyl)pyrazolo[1,5-a]pyrimidine-2-carboxamide COC=1C=C(C=CC1OC)C1=CC=NC=2N1N=C(C2)C(=O)NC2=CC(=C(C=C2)C(=O)N2CCOCC2)C